N-(4-(3-(5-Fluoropyridin-2-yl)-1-methyl-1H-pyrazol-4-yl)pyridin-2-yl)propionamide FC=1C=CC(=NC1)C1=NN(C=C1C1=CC(=NC=C1)NC(CC)=O)C